COC(=O)C=1C(=NC=2N(C1)C=C(N2)C21COC(C2)(C1)CF)O[C@H](C)CC |r| rac-(R)-7-(sec-butoxy)-2-(1-(fluoromethyl)-2-oxabicyclo[2.1.1]hex-4-yl)imidazo[1,2-a]pyrimidine-6-carboxylic acid methyl ester